C12C(CC(C=C1)C2)CC(=O)OC2=CC=C(C=C2)C2=CC=CC=C2 [1,1'-biphenyl]-4-yl 2-(bicyclo[2.2.1]hept-5-en-2-yl)acetate